C(C=C)(=O)N1C(CN(CC1)C1=NC=NC2=CC(=C(C=C12)Cl)C1=C(C=CC=C1)Cl)CC#N 2-(1-acryloyl-4-(6-chloro-7-(2-chlorophenyl)quinazolin-4-yl)piperazin-2-yl)acetonitrile